6-(3-(5-(1-isopropylpiperidin-4-yl)pyridin-2-yl)-4-(2,2,2-trifluoroethyl)-1H-pyrazol-5-yl)-8-methoxy-[1,2,4]triazolo[1,5-a]pyridine C(C)(C)N1CCC(CC1)C=1C=CC(=NC1)C1=NNC(=C1CC(F)(F)F)C=1C=C(C=2N(C1)N=CN2)OC